2,4,6-trimethylbenzoylphosphine CC1=C(C(=O)P)C(=CC(=C1)C)C